ClC1=CC(=C(C=N1)C1=NC=C(C=C1F)CN1CCOCC1)NCC[C@@H](C)O (R)-4-((6'-chloro-3-fluoro-5-(morpholinomethyl)-[2,3'-bipyridin]-4'-yl)amino)butan-2-ol